ClC1=CC2=C(C(N(C=C2C2=CC(N(C=C2C#CC)C)=O)C)=O)N1S(=O)(=O)C1=CC=C(C=C1)C 4-[2-chloro-6-methyl-1-(4-methylbenzenesulfonyl)-7-oxopyrrolo[2,3-c]pyridin-4-yl]-1-methyl-5-(prop-1-yn-1-yl)pyridin-2-one